COC1=C(C=C(C=C1)C1CCC(C1NC=O)(C)C)OCCCOC N-(5-(4-methoxy-3-(3-methoxypropoxy)phenyl)-2,2-dimethylcyclopentyl)formamide